tert-butyl (2-(1-(4-chloro-2-(trifluoromethyl)phenyl)-2'-(2-ethoxypyridin-3-yl)-6'H-spiro[piperidine-4,5'-[1,7]naphthyridin]-7'(8'H)-yl)-2-oxoethyl)carbamate ClC1=CC(=C(C=C1)N1CCC2(C=3C=CC(=NC3CN(C2)C(CNC(OC(C)(C)C)=O)=O)C=2C(=NC=CC2)OCC)CC1)C(F)(F)F